COC1=C(C=C(C(=C1)OC1=CC2=C(N(C=N2)C)C=C1)C)NC=1C2=C(N=CN1)C=CC(=N2)C=CCN(C(C=C)=O)C N-(3-(4-((2-methoxy-5-methyl-4-((1-methyl-1H-benzo[d]imidazol-5-yl)oxy)phenyl)amino)pyrido[3,2-d]pyrimidin-6-yl)allyl)-N-methylacrylamide